1-oxo-6-(piperidine-1-carbonyl)-1,3-dihydrospiro[indene-2,4'-piperidine]-1'-carboxylic acid tert-butyl ester C(C)(C)(C)OC(=O)N1CCC2(CC1)C(C1=CC(=CC=C1C2)C(=O)N2CCCCC2)=O